6-chloro-N-{3-[2-(4-chloro-3-fluorophenoxy)acetamido]bicyclo[1.1.1]pent-1-yl}-7-methyl-4-oxo-4H-1-benzopyran-2-carboxamide ClC=1C(=CC2=C(C(C=C(O2)C(=O)NC23CC(C2)(C3)NC(COC3=CC(=C(C=C3)Cl)F)=O)=O)C1)C